(S)-2-(hydroxymethyl)-4-(thiazol-2-yl)-2,5-dihydro-1H-pyrrole-1-carboxylic acid tert-butyl ester C(C)(C)(C)OC(=O)N1[C@@H](C=C(C1)C=1SC=CN1)CO